3-(2-chloroethoxy)aniline ClCCOC=1C=C(N)C=CC1